ClC=1N(N=C2C=CC(=C(C12)Cl)C1=NNC=2N=C(N(C(C21)=O)C)N2[C@H]1[C@@H](C[C@@H]2CC1)NC(C)C)C.[P].[As] Arsenic Phosphorus 3-(3,4-dichloro-2-methyl-2H-indazol-5-yl)-6-((1R,2R,4S)-2-(isopropylamino)-7-azabicyclo[2.2.1]heptan-7-yl)-5-methyl-1,5-dihydro-4H-pyrazolo[3,4-d]pyrimidin-4-one